Benzyl-3-(4-piperidyl)-1H-pyrrole-2-carboxylate Hydrochloride Cl.C(C1=CC=CC=C1)OC(=O)C=1NC=CC1C1CCNCC1